C(C1=CC=CC=C1)C=1C(=C(C(=O)N)C=CC1)[C@H]1[C@@H]([C@@H](NC2=CC=CN=C12)C1CCCC1)C |r| Benzyl-((2SR,3SR,4RS)-2-cyclopentyl-3-methyl-1,2,3,4-tetrahydro-1,5-naphthyridin-4-yl)benzamide